6-(2-hydroxy-2-methylpropoxy)-4-(6-(4-hydroxy-4-(3-methoxybenzyl)piperidin-1-yl)pyridin-3-yl)pyrazolo[1,5-a]pyridine-3-carbonitrile OC(COC=1C=C(C=2N(C1)N=CC2C#N)C=2C=NC(=CC2)N2CCC(CC2)(CC2=CC(=CC=C2)OC)O)(C)C